C1=C(C=CC2=CC=CC=C12)C=1OC2=CC=CC=C2C(C1)P(=O)(OC1=CC=CC=C1)OC1=CC=CC=C1 2-(2-naphthyl)-4-(diphenylphosphono)-4H-chromene